C(CCCCCCCCCC#CCCCCCCCC)(=O)O 11-eicosynoic acid